boc-hexanediamine C(=O)(OC(C)(C)C)C(CCCCC)(N)N